C1(=CC(=CC=C1)C1=NC(=NC(=N1)C1=CC=CC=C1)C1=C(C=CC=C1)C=1C=C2C=3C=CC(=CC3C3(C2=CC1)CCCCC3)C=3C=NC=CC3)C3=CC=CC=C3 2-([1,1'-biphenyl]-3-yl)-4-phenyl-6-(2-(2'-(pyridin-3-yl)spiro[cyclohexane-1,9'-fluoren]-6'-yl)phenyl)-1,3,5-triazine